ClC1=CC=C(C(C)(C2=CC=C(C=C2)O)C2=CC=C(C=C2)O)C=C1 4,4'-(4-chloro-α-methylbenzylidene)diphenol